ClC1=C(CNC(=O)[C@@H]2CNC(C2)=O)C=CC=C1C(F)(F)F (S)-N-(2-chloro-3-(trifluoromethyl)benzyl)-5-oxopyrrolidine-3-carboxamide